C1(=CC=CC=C1)C1=CC(N(C=N1)C[C@H]1CCN(CC12CCCC2)C(=O)N2[C@@H](CNCC2)C2=CC=CC=C2)=O 6-phenyl-3-(((S)-7-((R)-2-phenylpiperazine-1-carbonyl)-7-azaspiro[4.5]dec-10-yl)methyl)pyrimidin-4(3H)-one